3-methylcyclopentan-1,3-diol CC1(CC(CC1)O)O